bis(pentafluoroethoxy)benzidine tert-butyl-4-(3-hydroxypyrazol-1-yl)piperidine-1-carboxylate C(C)(C)(C)OC(=O)N1CCC(CC1)N1N=C(C=C1)O.FC(C(F)(F)F)(ONC1=CC=C(C2=CC=C(NOC(C(F)(F)F)(F)F)C=C2)C=C1)F